1-(1-(2-chloro-4-fluorobenzyl)piperidin-4-yl)-5,6-difluoro-3-(2-morpholinoethyl)-1,3-dihydro-2H-benzo[d]imidazol-2-one ClC1=C(CN2CCC(CC2)N2C(N(C3=C2C=C(C(=C3)F)F)CCN3CCOCC3)=O)C=CC(=C1)F